C(C)(C)(C)OC(=O)N1C[C@@H](OCC1)COCC(=O)OCC.CC=1C=CC(=NC1)CC1CN(CCC1)CC1=CN=C(S1)NC(C)=O N-(5-((3-((5-methylpyridin-2-yl)methyl)piperidin-1-yl)methyl)thiazol-2-yl)acetamide tert-butyl-(2R)-2-[(2-ethoxy-2-oxo-ethoxy)methyl]morpholine-4-carboxylate